(S)-N,1-bis(2,6-difluoro-4-hydroxybenzyl)-3,4-dimethyl-2-oxo-1,2,3,4-tetrahydroquinazoline-7-carboxamide FC1=C(CNC(=O)C2=CC=C3[C@@H](N(C(N(C3=C2)CC2=C(C=C(C=C2F)O)F)=O)C)C)C(=CC(=C1)O)F